trimethyl-butoxysilane C[Si](OCCCC)(C)C